6-((6-Bromohexyl)oxy)-2-butyl-4-methoxyquinoline BrCCCCCCOC=1C=C2C(=CC(=NC2=CC1)CCCC)OC